[(biphenylyl)benzselenophenyl][phenyl(dimethylfluorenyl)triazinyl]benzene C1(=C(C=CC=C1)C1=C([Se]C2=C1C=CC=C2)C2=C(C=CC=C2)C2=NN=NC(=C2C2=C(C(=CC=1C3=CC=CC=C3CC21)C)C)C2=CC=CC=C2)C2=CC=CC=C2